methyl-N-(4-trifluoromethylphenyl)-2-benzyloxymethyl-proline CC1[C@](N(CC1)C1=CC=C(C=C1)C(F)(F)F)(C(=O)O)COCC1=CC=CC=C1